C(C(C)(C)C)C=1C=CC2=C(SC=C2)C1 6-neopentylbenzo[b]thiophene